C(=C)C=1C(=C(C=CC1)NC1=CC=CC=C1)C=C divinyl-Diphenylamine